COC(=O)C=1C=C(C2=C(N(C=N2)C/C(=C/CN)/F)C1)C1=CC(=CC=C1)S(=O)(=O)N1CCCCC1 (Z)-1-(4-amino-2-fluoro-but-2-en-1-yl)-4-(3-(piperidin-1-ylsulfonyl)phenyl)-1H-benzo[d]imidazole-6-carboxylic acid methyl ester